(6-(Difluoromethyl)-5-fluoropyridin-2-yl)-1-(3-methoxybicyclo[1.1.1]pent-1-yl)-1-((5-(trifluoromethyl)-1H-pyrazol-3-yl)methyl)urea FC(C1=C(C=CC(=N1)NC(N(CC1=NNC(=C1)C(F)(F)F)C12CC(C1)(C2)OC)=O)F)F